p-tert-butyl-phenyl-tin C(C)(C)(C)C1=CC=C(C=C1)[Sn]